dimethyl-2-ethoxymethyl-1H-imidazo[4,5-c]quinoline-1-ethanol CC1=CC=CC=2C3=C(C(=NC12)C)N=C(N3CCO)COCC